tert-butyl (3S,5S)-4-(4-(3-acetamido-2-fluorophenyl)-5-(2-chloropyrimidin-4-yl)thiazol-2-yl)-3,5-dimethylpiperazine-1-carboxylate C(C)(=O)NC=1C(=C(C=CC1)C=1N=C(SC1C1=NC(=NC=C1)Cl)N1[C@H](CN(C[C@@H]1C)C(=O)OC(C)(C)C)C)F